BrC1=C(C=C(C=C1)C=1C=NN(C1)C1OCCCC1)OCOC 4-[4-bromo-3-(methoxymethoxy)phenyl]-1-(oxan-2-yl)pyrazole